phosphoroamidate phosphorus [P+3].P([O-])([O-])(=O)N.P([O-])([O-])(=O)N.P([O-])([O-])(=O)N.[P+3]